(S)-N-(5-(2-(2-aminopyridin-3-yl)-7-bromo-5-(1H-pyrazol-1-yl)-3H-imidazo[4,5-b]pyridin-3-yl)-2,3-dihydro-1H-inden-1-yl)-3-(1,3-dioxolan-2-yl)-4-((4-methoxybenzyl)oxy)benzamide NC1=NC=CC=C1C1=NC=2C(=NC(=CC2Br)N2N=CC=C2)N1C=1C=C2CC[C@@H](C2=CC1)NC(C1=CC(=C(C=C1)OCC1=CC=C(C=C1)OC)C1OCCO1)=O